CN(C(=O)C1=CC=C(C=C1)C=1C=C(C=NC1)C1=C2C(=NC=C1)OC(=C2)C(=O)NC)C 4-(5-(4-(dimethylcarbamoyl)phenyl)pyridin-3-yl)-N-methylfuro[2,3-b]pyridine-2-carboxamide